bicyclo[2.2.2]octane-1,4-dicarboxylic acid (5-aminomethyl-pyridin-2-yl)-amide [4-(1,2,3,6-tetrahydro-pyridin-4-yl)-phenyl]-amide N1CCC(=CC1)C1=CC=C(C=C1)NC(=O)C12CCC(CC1)(CC2)C(=O)NC2=NC=C(C=C2)CN